2'-(2-((5-(6-ethyl-2,6-diazaspiro[3.3]hept-2-yl)pyridin-2-yl)amino)-5-fluoropyrimidin-4-yl)-3',5'-dimethyl-5',6'-dihydro-4'H-spiro[cyclobutane-1,7'-thieno[3,2-c]pyridin]-4'-one C(C)N1CC2(CN(C2)C=2C=CC(=NC2)NC2=NC=C(C(=N2)C2=C(C=3C(N(CC4(C3S2)CCC4)C)=O)C)F)C1